(4-butylphenyl)(2,3,4-trihydroxyphenyl)methanone C(CCC)C1=CC=C(C=C1)C(=O)C1=C(C(=C(C=C1)O)O)O